(S)-2-((2-Methoxyphenyl)(phenyl)(1H-pyrrol-2-yl)methyl)-3-phenyl-1H-indole COC1=C(C=CC=C1)[C@](C=1NC2=CC=CC=C2C1C1=CC=CC=C1)(C=1NC=CC1)C1=CC=CC=C1